5-{6-[(3R,5S)-3,5-dimethylpiperazin-1-yl]-4-(pyridin-2-yl)-1,8-naphthyridin-2-yl}-2,7-dimethylindazol-6-ol C[C@@H]1CN(C[C@@H](N1)C)C=1C=C2C(=CC(=NC2=NC1)C1=CC2=CN(N=C2C(=C1O)C)C)C1=NC=CC=C1